C(C(C)C)(=O)N1[C@H](CCCC1)COC=1C=C2CN(C(C2=CC1)=O)C1C(NC(CC1)=O)=O 3-(5-(((R)-1-isobutyrylpiperidin-2-yl)methoxy)-1-oxoisoindolin-2-yl)piperidine-2,6-dione